ClC=1C=C2CCN(CC2=C(C1)[C@H]1N(CCC1)C(=O)OC(C)(C)C)C([C@@](C(F)(F)F)(C)OC)=O tert-butyl (S)-2-(6-chloro-2-((R)-3,3,3-trifluoro-2-methoxy-2-methylpropanoyl)-1,2,3,4-tetrahydroisoquinolin-8-yl)pyrrolidine-1-carboxylate